C1(=CC=CC=C1)C1=NOC(=C1)C(=O)NC(C)C 3-phenyl-N-(propan-2-yl)-1,2-oxazole-5-carboxamide